1,21-difluoro-11-((2-(2-(2-fluoroethoxy)ethoxy)ethoxy)methyl)-11-methyl-3,6,9,13,16,19-hexaoxahenicosane FCCOCCOCCOCC(COCCOCCOCCF)(C)COCCOCCOCCF